4-[5-(3,5-dichlorophenyl)-4,5-dihydro-5-(trifluoromethyl)-3-isoxazolyl]-2-methyl-N-(cis-1-oxido-3-thietanyl)-benzamide ClC=1C=C(C=C(C1)Cl)C1(CC(=NO1)C1=CC(=C(C(=O)NC2CS(C2)=O)C=C1)C)C(F)(F)F